N2-{2-[3-(trifluoromethoxy)phenyl][1,2,4]triazolo[1,5-c]quinazolin-5-yl}norleucinamide FC(OC=1C=C(C=CC1)C1=NN2C(=NC=3C=CC=CC3C2=N1)N[C@@H](CCCC)C(=O)N)(F)F